N-((2-(3-Amino-4-chlorophenyl)pyrimidin-5-yl)methyl)-2-chloro-6-(trifluoromethyl)pyridin-4-amine NC=1C=C(C=CC1Cl)C1=NC=C(C=N1)CNC1=CC(=NC(=C1)C(F)(F)F)Cl